homoveratryl alcohol C(CC1=CC(OC)=C(OC)C=C1)O